ClC1=C(C=CC(=C1)C(F)(F)F)NC(CN1C(=C(C(C=2C1=NC(=C(N2)C(F)F)C)=O)N2CCN(CC2)C(=O)C2=NC=NC(=C2O)C)CC)=O N-(2-chloro-4-(trifluoromethyl)phenyl)-2-(2-(difluoromethyl)-6-ethyl-7-(4-(5-hydroxy-6-methylpyrimidine-4-carbonyl)piperazin-1-yl)-3-methyl-8-oxopyrido[2,3-b]pyrazin-5(8H)-yl)acetamide